FC1=CC=CC=2C(=N[C@@H](C(NC21)=O)NC(=O)C=2C(=NN1C2N=CC=C1)C=1C=NC(=CC1)NC(C)C)C1=CC=CC=C1 N-[(3S)-9-fluoro-2-oxo-5-phenyl-1,3-dihydro-1,4-benzodiazepine-3-Yl]-2-[6-(prop-2-ylamino)pyridin-3-yl]pyrazolo[1,5-a]pyrimidine-3-carboxamide